1-(4-chloro-2-methylbenzyl)-1H-indazole-3-carboxaldehyde ClC1=CC(=C(CN2N=C(C3=CC=CC=C23)C=O)C=C1)C